C1(=CC=CC2=CC=CC=C12)SC1=CC=CC=C1 1-naphthylphenylsulfide